diglycerin dimyristate C(CCCCCCCCCCCCC)(=O)O.C(CCCCCCCCCCCCC)(=O)O.OCC(O)CO.OCC(O)CO